(4aR,8aS)-6-[4-(4-Chloro-3-morpholin-4-ylphenoxy)piperidin-1-carbonyl]-4,4a,5,7,8,8a-hexahydropyrido[4,3-b][1,4]oxazin-3-on ClC1=C(C=C(OC2CCN(CC2)C(=O)N2C[C@@H]3[C@@H](OCC(N3)=O)CC2)C=C1)N1CCOCC1